hexa-methyl-disilazane C[Si](N[Si](C)(C)C)(C)C